2-(3-((5-(2-Chloro-6-cyano-4-(2-(4-((2-(methylsulfonamido)pyrimidin-5-yl)methoxy)phenyl)propan-2-yl)phenoxy)pentyl)oxy)propoxy)acetic acid ClC1=C(OCCCCCOCCCOCC(=O)O)C(=CC(=C1)C(C)(C)C1=CC=C(C=C1)OCC=1C=NC(=NC1)NS(=O)(=O)C)C#N